C(C=C)(=O)N1CC[C@H]2[C@@H]1CN(CC2)C2=C1C(=C(NC1=C(C=C2F)C(=O)N)C)C 4-((3aS,7aR)-1-acryloyloctahydro-6H-pyrrolo[2,3-c]pyridin-6-yl)-5-fluoro-2,3-dimethyl-1H-indole-7-carboxamide